2-fluoroethyl 2-{[6-(cyclopropylmethoxy)-5-(3,3-difluoroazetidin-1-yl)pyridine-2-carbonyl] amino}-2-ethylbutanoate C1(CC1)COC1=C(C=CC(=N1)C(=O)NC(C(=O)OCCF)(CC)CC)N1CC(C1)(F)F